1-ethyl-6-oxo-1,6-dihydropyridine-3-boronic acid pinacol ester C(C)N1C=C(C=CC1=O)B1OC(C)(C)C(C)(C)O1